BENZAZEPINONE C1=CC2=CC=CC(=O)N=C2C=C1